C1(=CC=C(C=C1)NC1=CC2=CC=CC=C2C=C1)C1=CC=CC=C1 N-(biphenyl-4-yl)naphthalene-2-amine